cobalt-nickel sulfide nitrogen [N].[Ni]=S.[Co]